7-chloro-6-oxo-5H-1,5-naphthyridine-3-carboxylic acid ethyl ester C(C)OC(=O)C=1C=NC=2C=C(C(NC2C1)=O)Cl